2-chloro-4,6-diphenylpyrazine ClC1=NC(=CN(C1)C1=CC=CC=C1)C1=CC=CC=C1